CC(C(O)O)CCCC 2-methyl-1-hydroxy-hexanol